NC1C(C=NN1)(C(=O)NCC#CC1=NN2C(C=CC=C2N[C@H]2[C@H](CN(CC2)C)F)=C1CC(F)(F)F)CC1CC1 5-amino-4-(cyclopropylmethyl)-N-[3-(7-{[(3S,4R)-3-fluoro-1-methylpiperidin-4-yl]amino}-3-(2,2,2-trifluoroethyl)pyrazolo[1,5-a]pyridin-2-yl)prop-2-yn-1-yl]-1H-pyrazole-4-carboxamide